C(CCCCCCCCCCCCCCCCCCCCC)O.[C] carbon behenyl alcohol